C(C)(CC)NC1=CC=C(C=C1)NC(C)CC N,N'-di-sec-butyl-1,4-phenylenediamine